benzyl (1R,5S,7S)-7-(hydroxymethyl)-6-oxa-2-azabicyclo[3.2.1]octane-2-carboxylate OC[C@H]1O[C@H]2CCN([C@@H]1C2)C(=O)OCC2=CC=CC=C2